(4S)-6-(6-benzyloxy-3-fluoro-2-pyridinyl)-7-chloro-2,4-dimethyl-8-(trifluoromethyl)-4H-[1,2,4]triazolo[1,5-a][1,4]benzodiazepine C(C1=CC=CC=C1)OC1=CC=C(C(=N1)C1=N[C@H](C=2N(C3=C1C(=C(C=C3)C(F)(F)F)Cl)N=C(N2)C)C)F